2-ethylquinolin-7-ol C(C)C1=NC2=CC(=CC=C2C=C1)O